BrC=1C(=NC(=CC1)S(=O)(=O)CC)Cl 3-bromo-2-chloro-6-(ethylsulfonyl)pyridine